(S)-2-(3-(2-fluorophenyl)ureido)-N-((S)-4-hydroxy-3-oxo-1-((S)-2-oxopyrrolidin-3-yl)butan-2-yl)-4-methylpentanamide FC1=C(C=CC=C1)NC(N[C@H](C(=O)N[C@@H](C[C@H]1C(NCC1)=O)C(CO)=O)CC(C)C)=O